C(CCC)OC1=CC(=C(C=C1)N1NC(=CC(=N1)C1=C(C=C(C=C1)OCCCC)O)C1=C(C=C(C=C1)OCCCC)O)O 2,4,6-tris(4'-butoxy-2'-hydroxyphenyl)-triazine